(R)-3,3,3-trifluoro-2-(2-(2-methoxyethoxy)ethoxy)-2-methylpropanoic acid FC([C@](C(=O)O)(C)OCCOCCOC)(F)F